2-Amino-7-fluoro-4-(5-fluoro-3-((R)-1,6-diazaspiro[3.4]octan-6-yl)-7,9-dihydrofuro[3,4-f]quinazolin-6-yl)thieno[3,2-c]pyridine-3-carbonitrile NC1=C(C=2C(=NC=C(C2S1)F)C=1C2=C(C=3C=NC(=NC3C1F)N1C[C@@]3(CCN3)CC1)COC2)C#N